C(=O)C1=CC=C(C=C1)C=1C(=C(C=CC1)C1=C(C(=CC=C1)C1=CC=2N(C=C1)C(=NN2)N2N=C(C=C2)C(=O)NCC(=O)O)C)C (1-(7-(4''-formyl-2,2'-dimethyl-[1,1':3',1''-terphenyl]-3-yl)-[1,2,4]triazolo[4,3-a]pyridin-3-yl)-1H-pyrazole-3-carbonyl)glycine